CO[C@]1(COCC1)C1=CC(=CC(=N1)C=1C=C(N2C=NC(=CC21)NC(=O)N)C2COCC2)C 1-(5-(6-((S)-3-Methoxytetrahydrofuran-3-yl)-4-methylpyridin-2-yl)-7-(tetrahydrofuran-3-yl)pyrrolo[1,2-c]pyrimidin-3-yl)urea